2-[(2R)-2-(2-chlorothiazole-5-yl)-2-hydroxyethyl]sulfanyl-6-hydroxy-3-methyl-5-phenyl-pyrimidine-4-one ClC=1SC(=CN1)[C@@H](CSC1=NC(=C(C(N1C)=O)C1=CC=CC=C1)O)O